1-(4-(5-[2,6-dioxopiperidin-3-yl]pyridin-2-yl)piperidine-1-carbonyl)piperidine-4-carboxylic acid O=C1NC(CCC1C=1C=CC(=NC1)C1CCN(CC1)C(=O)N1CCC(CC1)C(=O)O)=O